Cl.C1CN(CCC12CCNCC2)C(=O)OC(C)(C)C tertbutyl 3,9-diazaspiro[5.5]undecane-3-carboxylate hydrochloride